5-Methylsulfanyl-benzonitrile CSC=1C=CC=C(C#N)C1